The molecule is an ultra-long-chain fatty acid anion that is the conjugate base of dotriacontanoic acid (lacceroic acid), obtained by deprotonation of the carboxy group. It is a straight-chain saturated fatty acid anion and an ultra-long-chain fatty acid anion. It derives from a 3-oxodotriacontanoyl-CoA(4-). It is a conjugate base of a dotriacontanoic acid. CCCCCCCCCCCCCCCCCCCCCCCCCCCCCCCC(=O)[O-]